4-((2,6-difluoro-4-(isoxazol-4-yl)benzyl)oxy)phenyl sulfurofluoridate S(OC1=CC=C(C=C1)OCC1=C(C=C(C=C1F)C=1C=NOC1)F)(=O)(=O)F